C(C)(C)OC=1C=CC(=NC1)NC1=NC(=NS1)C1=NC=C(C=C1)OC N-(5-isoprop-oxypyridin-2-yl)-3-(5-methoxy-pyridin-2-yl)-1,2,4-thiadiazol-5-amine